N1-((3-((1H-1,2,4-triazol-1-yl)methyl)oxetan-3-yl)methyl)-N3-cyclohexylbenzene-1,3-diamine N1(N=CN=C1)CC1(COC1)CNC1=CC(=CC=C1)NC1CCCCC1